ClC=1C=NC2=C(C=C(C=C2C1)CO)F (3-chloro-8-fluoroquinolin-6-yl)methanol